N=1C(C=NC(C1)=O)=O pyrazin-2,5-dione